OCCN1N=C(C=C1)C=1C=CC=2N(C1)N=NC2C(=O)NC=2C(=NC=C(C2)NC(CN2[C@H](CCC2)C)=O)C (S)-6-(1-(2-hydroxyethyl)-1H-pyrazol-3-yl)-N-(2-methyl-5-(2-(2-methylpyrrolidin-1-yl)acetamido)pyridin-3-yl)-[1,2,3]triazolo[1,5-a]pyridine-3-carboxamide